6-(6-(4,4-difluoropiperidine-1-carbonyl)-1-methyl-1H-indazol-3-yl)isoquinolin-1(2H)-one FC1(CCN(CC1)C(=O)C1=CC=C2C(=NN(C2=C1)C)C=1C=C2C=CNC(C2=CC1)=O)F